C(CCC)C=1N=NN(C1)CC1=C(N=NN1C)C1=CC=C(C(=N1)C)O[C@@H]1C[C@H](CCC1)C(=O)O (1S,3S)-3-((6-(5-((4-butyl-1H-1,2,3-triazol-1-yl)methyl)-1-methyl-1H-1,2,3-triazol-4-yl)-2-methylpyridin-3-yl)oxy)cyclohexane-1-carboxylic acid